3-[2-[2-[2-[2-[2-[2-[2-[2-[2-[2-[[2-(2,5-dioxopyrrol-1-yl)acetyl]amino]ethoxy]ethoxy]ethoxy]ethoxy]ethoxy]ethoxy]ethoxy]ethoxy]ethoxy]ethoxy]propanoic acid O=C1N(C(C=C1)=O)CC(=O)NCCOCCOCCOCCOCCOCCOCCOCCOCCOCCOCCC(=O)O